3-bromo-5-methoxy-2-methyl-pyridine BrC=1C(=NC=C(C1)OC)C